Cl.O1C[C@H](CCC1)CN (R)-(tetrahydro-2H-pyran-3-yl)methylamine hydrochloride